(6-amino-5-(3-(methoxymethoxy)-2,6-dimethylphenyl)-5H-pyrrolo[2,3-b]pyrazin-7-yl)(1H-indol-2-yl)methanone NC1=C(C=2C(=NC=CN2)N1C1=C(C(=CC=C1C)OCOC)C)C(=O)C=1NC2=CC=CC=C2C1